tri(2,3-dibromopropyl) isocyanate C(C(CBr)Br)N1C(=O)N(C(=O)N(C1=O)CC(CBr)Br)CC(CBr)Br